BrC1=NC=CC(=C1)NC1CCOCC1 2-bromo-N-(tetrahydro-2H-pyran-4-yl)pyridin-4-amine